FC1=C(C=CC(=C1)F)N1C=C(C(C2=CC(=C(C(=C12)F)[C@H]1C2N(CCN1)CC(C2)O)F)=O)C(=O)O (S)-1-(2,4-difluorophenyl)-6,8-difluoro-7-(7-hydroxy-octahydropyrrolo[1,2-a]pyrazinyl)-1,4-dihydro-4-oxoquinoline-3-carboxylic acid